FC(C1=CC=C(C=N1)[C@@H](C)NC(C1=CC(=CC(=C1)O[C@H]1COCC1)C=1SC(=CN1)C)=O)F N-{(1R)-1-[6-(difluoromethyl)pyridin-3-yl]ethyl}-3-(5-methyl-1,3-thiazol-2-yl)-5-[(3R)-tetrahydrofuran-3-yloxy]benzamide